CN(C)C1CCCCC1 (1R,2R)-dimethylaminocyclohexane